BrC=1C=C(C=C(C1)F)[C@@H](CO)N1C(C=C(C=C1)C=1C=C2C(=NNC2=CC1)C1=CC(=NC=C1)OC)=O (S)-1-(1-(3-bromo-5-fluorophenyl)-2-hydroxyethyl)-4-(3-(2-methoxypyridin-4-yl)-1H-indazol-5-yl)pyridin-2(1H)-one